N,N'-diaminopropyl-4-methylcyclohexane-1,3-diamine NNC1(CC(C(CC1)C)NN)CCC